rac-(R)-6-chloro-7-(2-(((3-chloropyridin-2-yl)oxy)methyl)pyrrolidin-1-yl)-1-(5,7-dihydrofuro[3,4-b]pyrazin-2-yl)-4-oxo-1,4-dihydro-quinoline-3-carboxylic acid ClC=1C=C2C(C(=CN(C2=CC1N1[C@H](CCC1)COC1=NC=CC=C1Cl)C1=CN=C2C(=N1)COC2)C(=O)O)=O |r|